3-(2,2-dimethyl-1,3-dioxolan-4-yl)-1-phenylbutyl acetate C(C)(=O)OC(CC(C)C1OC(OC1)(C)C)C1=CC=CC=C1